oxo-bis(2,4-dimethyl-8-hydroxyquinoline) aluminum [Al].O(C=1C(=NC2=C(C=CC=C2C1C)O)C)C=1C(=NC2=C(C=CC=C2C1C)O)C